SC(CC(=O)OCCCCCCCCOC(CC(C)S)=O)C 1,8-octanediol bis(3-mercaptobutyrate)